9-(1-propenyl)-benzo[c]acridine C(=CC)C=1C=CC2=NC=3C4=C(C=CC3C=C2C1)C=CC=C4